Cl.ClC1=CC=C(C=2C=CN=CC12)NC1CCNCC1 8-chloro-N-(piperidin-4-yl)isoquinolin-5-amine hydrochloride